P(=O)(O[C@H]1O[C@@]([C@@H]([C@@H]1O)O)(C#N)C1=CC=C2C(=NC=NN21)N)(OC)OC[C@@H](CCCCCCCCCCCCCCCCCCC)OCC2=CC=CC=C2 ((2R,3S,4R,5R)-5-(4-aminopyrrolo[2,1-f][1,2,4]triazin-7-yl)-5-cyano-3,4-dihydroxytetrahydrofuran-2-yl) methyl ((R)-2-(benzyloxy) heneicosanyl) phosphate